silicon oxygen silicon oxide [Si]=O.[O].[Si]